1-([1,1'-biphenyl]-4-yl)-3-(4-chloro-6-methylpyrimidin-2-yl)urea C1(=CC=C(C=C1)NC(=O)NC1=NC(=CC(=N1)Cl)C)C1=CC=CC=C1